C(C1=CC=CC=C1)OC(=O)N1CCN(CC1)CC1C(OCC1)=O.COC1=C(CN(S(=O)(=O)C2=NC=CC(=C2)NC(C2=C(N=C(C=C2)C2CCC2)N2CCC(CCC2)(F)F)=O)CC2=C(C=C(C=C2)OC)OC)C=CC(=C1)OC N-(2-(N,N-bis(2,4-dimethoxybenzyl)sulfamoyl)pyridin-4-yl)-6-cyclobutyl-2-(4,4-difluoroazepan-1-yl)nicotinamide benzyl-4-[(2-oxooxolan-3-yl)methyl]piperazine-1-carboxylate